Cl.N1C[C@H](CC1)O (3S)-Pyrrolidin-3-ol hydrochloride